C(C)NC(C=O)=O N-ethyl-2-oxoacetamide